2-amino-1-[1-(difluoromethyl)-1H-pyrazol-5-yl]ethanone hydrochloride ethyl-5-[1-(difluoromethyl)-1H-pyrazol-5-yl]-1,3-oxazole-4-carboxylate C(C)OC(=O)C=1N=COC1C1=CC=NN1C(F)F.Cl.NCC(=O)C1=CC=NN1C(F)F